Methyl 5-methyl-5,7-dihydrofuro[3,4-b]pyridine-3-carboxylate CC1OCC2=NC=C(C=C21)C(=O)OC